2,2,2-Trifluoro-N-[(3-{[6-methyl-2-(1-oxido-2,3-dihydro-1,4-benzothiazepin-4(5H)-yl)quinazolin-4-yl]amino}oxetan-3-yl)methyl]acetamide FC(C(=O)NCC1(COC1)NC1=NC(=NC2=CC=C(C=C12)C)N1CCS(C2=C(C1)C=CC=C2)=O)(F)F